O=C1N(C(C=C1)=O)CCNC(CCOCCNC(CI)=O)=O N-(2-(2,5-dioxo-2,5-dihydro-1H-pyrrol-1-yl)ethyl)-3-(2-(2-iodoacetamido)ethoxy)propanamide